CN1N=C(C(=C1C)O)C1=CC=C(C=C1)SC 1,5-Dimethyl-3-(4-(methylthio)phenyl)-pyrazole-4-ol